C(C1=CC=CC=C1)N1CC(C(C1)(C)C)O 1-Benzyl-4,4-dimethylpyrrolidin-3-ol